N1CCC(CC1)OC1=CC=C(C=N1)C1C(NC(CC1)=O)=O 3-(6-(piperidin-4-yloxy)pyridin-3-yl)piperidine-2,6-dione